OC(C(C)(C)NC(OCCCC)=O)CC1=CC=CC=C1 butyl (3-hydroxy-2-methyl-4-phenylbutan-2-yl)carbamate